FC(C1=CC=C(OC2CCN(CC2)CC2=CC=C(C=C2)C2(COC2)O)C=C1)(F)F 3-(4-((4-(4-(trifluoromethyl)phenoxy)piperidin-1-yl)methyl)phenyl)oxetan-3-ol